O=C1CCCC(O1)CCC(=O)OCCOCCOCC Diethylene glycol ethyl ether 3-(6-oxooxan-2-yl)propanoate